5-((5-fluoro-2-methoxybenzyl)amino)-N-hydroxy-1H-indazole-3-carboxamide FC=1C=CC(=C(CNC=2C=C3C(=NNC3=CC2)C(=O)NO)C1)OC